3-(4-{2-[7-(4-amino-3-methoxybenzoyl)-7-azaspiro[3.5]nonan-2-yl]ethynyl}-1-oxo-3H-isoindol-2-yl)piperidine-2,6-dione NC1=C(C=C(C(=O)N2CCC3(CC(C3)C#CC3=C4CN(C(C4=CC=C3)=O)C3C(NC(CC3)=O)=O)CC2)C=C1)OC